FC1(CN(CC[C@H]1NC1=NN2C(C(=N1)OC([2H])([2H])[2H])=C(C=C2)C=2C=CC1=C(N(N=N1)CC(F)(F)F)C2)C([2H])([2H])[2H])F (R)-N-(3,3-difluoro-1-(methyl-d3)piperidin-4-yl)-4-(methoxy-d3)-5-(1-(2,2,2-trifluoroethyl)-1H-benzo[d][1,2,3]triazol-6-yl)pyrrolo[2,1-f][1,2,4]triazin-2-amine